CN1C(C(C2=CC=CC=C12)(CS(=O)(=O)N(C)C)C)=O 1,3-dimethyl-3-(N,N-dimethylaminosulfonylmethyl)-2-oxo-indole